1-[4-(benzylamino)-7-phenylpyrrolo[2,1-f][1,2,4]triazin-2-yl]-2-methyl-1H-indole-4-carbonitrile C(C1=CC=CC=C1)NC1=NC(=NN2C1=CC=C2C2=CC=CC=C2)N2C(=CC=1C(=CC=CC21)C#N)C